The molecule is an organic heterotetracyclic compound and 19-membered macrocyclic lactam that is maytansine in which one of the hydrogens of the terminal N-acetyl group is replaced by a sulfanylmethyl group. It has a role as an antineoplastic agent and a tubulin modulator. It is an alpha-amino acid ester, a carbamate ester, an epoxide, an organic heterotetracyclic compound, an organochlorine compound, a thiol and a maytansinoid. It derives from a maytansine. C[C@@H]1[C@@H]2C[C@]([C@@H](/C=C/C=C(/CC3=CC(=C(C(=C3)OC)Cl)N(C(=O)C[C@@H]([C@]4([C@H]1O4)C)OC(=O)[C@H](C)N(C)C(=O)CCS)C)\\C)OC)(NC(=O)O2)O